1,4-cis-1-(1-cycloocten-1-ylmethyl)-4-[[(2,7-dichloro-9H-xanthen-9-yl)carbonyl]amino]-1-ethylpiperidinium iodide CC[N+]1(CCC(CC1)NC(=O)C2C3=C(OC4=C2C=C(C=C4)Cl)C=CC(=C3)Cl)C/C/5=C/CCCCCC5.CC[N+]1(CCC(CC1)NC(=O)C2C3=C(OC4=C2C=C(C=C4)Cl)C=CC(=C3)Cl)C/C/5=C/CCCCCC5.[I-].[I-]